3,4-difluorohexane FC(CC)C(CC)F